tris-trimethylsilyl-arsine C[Si](C)(C)[As]([Si](C)(C)C)[Si](C)(C)C